2-(5-fluoro-2-hydroxyphenyl)-2-(2-(4-(1-methylpiperidin-4-yl)phenyl)-7-oxo-5,7-dihydro-6H-pyrrolo[3,4-b]pyridin-6-yl)-N-(pyridin-2-yl)acetamide FC=1C=CC(=C(C1)C(C(=O)NC1=NC=CC=C1)N1C(C2=NC(=CC=C2C1)C1=CC=C(C=C1)C1CCN(CC1)C)=O)O